(2R)-4-benzyl-2-[(benzyloxy)methyl]-1,4-oxazepane C(C1=CC=CC=C1)N1C[C@@H](OCCC1)COCC1=CC=CC=C1